1,4,7-triazacyclododecane N1CCNCCNCCCCC1